carbamoylmethyltriphenylphosphonium chloride [Cl-].C(N)(=O)C[P+](C1=CC=CC=C1)(C1=CC=CC=C1)C1=CC=CC=C1